C[C@H]1CN(CC1)CCCB1OC(C(O1)(C)C)(C)C (R)-3-methyl-1-(3-(4,4,5,5-tetramethyl-1,3,2-dioxaborolan-2-yl)propyl)pyrrolidine